S1(N=CC2=C1C=CC=C2)(=O)=O benzo[d]isothiazole-1,1-dioxide